1-ethyl-(3-(dimethylamino)propyl)-carbodiimide hydrochloride Cl.C(C)N=C=NCCCN(C)C